C(C)(C)(C)OC(N(C(C)CO)N1N=CN=N1)=O 2H-tetrazol-2-yl-3-hydroxypropan-2-yl-carbamic acid tert-butyl ester